1-methylpiperidin-3-amine hydrochloride Cl.CN1CC(CCC1)N